tert-butyl N-[(2-fluorophenyl)-[2-oxo-3,4-dihydro-1H-pyrido[2,3-b]pyrazin-3-yl]methyl]carbamate FC1=C(C=CC=C1)C(NC(OC(C)(C)C)=O)C1C(NC2=C(N1)N=CC=C2)=O